N1=CN=CC2=CC3=C(C=C12)C=CC=C3 Benzo[g]quinazolin